perfluoroundecanone FC(C(C(C(C(C(C(C(C(C(C(F)(F)F)(F)F)(F)F)(F)F)(F)F)(F)F)(F)F)(F)F)(F)F)=O)(F)F